C(C)C1=CC=2C(=C(N=NC2C2=C(C=C(C=C2)C(F)(F)F)O)N[C@H]2CN(CCC2)C)N=C1 (R)-2-(3-ethyl-8-((1-methylpiperidin-3-yl)amino)pyridino[2,3-d]pyridazin-5-yl)-5-(trifluoromethyl)phenol